phenyl-4-(4-methylphenyl-azo)-2-naphthol C1(=CC=CC=C1)C1=C(C=C(C2=CC=CC=C12)N=NC1=CC=C(C=C1)C)O